N-[2-(3-chloroquinolin-7-yl)pyridin-4-yl]prop-2-enamide ClC=1C=NC2=CC(=CC=C2C1)C1=NC=CC(=C1)NC(C=C)=O